3-hydroxy-3-(4-(piperidin-4-yl)phenyl)piperidine-2,6-dione OC1(C(NC(CC1)=O)=O)C1=CC=C(C=C1)C1CCNCC1